ClC1=CC=C(C=C1)C=1C2=CC=CC=C2C=2C=C(C=CC2C1)C1=CC=CC=C1 9-(4-chlorophenyl)-3-phenylphenanthrene